FC(C[C@H]1N(CCN(C1)C1=NC=C(C(=N1)OCC)C(NC=1C=C(C=2N(C1)C=C(N2)C)F)=O)C(=O)OC(C)(C)C)F |o1:3| rel-tert-butyl (2R)-2-(2,2-difluoroethyl)-4-[4-ethoxy-5-({8-fluoro-2-methylimidazo[1,2-a]pyridin-6-yl}carbamoyl)pyrimidin-2-yl]piperazine-1-carboxylate